tert-butyl ((1R,4R)-4-(13-hydroxy-2,5,8,11-tetraoxatridecyl)cyclohexyl)carbamate OCCOCCOCCOCCOCC1CCC(CC1)NC(OC(C)(C)C)=O